CP(OCC1(N2CCC(C1=O)CC2)COC)(OCC2(N1CCC(C2=O)CC1)COC)=O bis((2-(methoxymethyl)-3-oxoquinuclidin-2-yl) methyl) methylphosphonate